(S)-(5-(4-(4-fluoropyrazolo[1,5-a]pyridin-2-yl)-1,4,6,7-tetrahydro-5H-imidazo[4,5-c]pyridin-5-yl)pyrazin-2-yl)(morpholino)methanone FC=1C=2N(C=CC1)N=C(C2)[C@H]2N(CCC1=C2N=CN1)C=1N=CC(=NC1)C(=O)N1CCOCC1